NC1=CC=C(C=N1)C1=C(C(=NC=C1)N1CC(CC1)(F)F)NC(=O)C=1C=NC(=NC1)C(C)C N-(6-amino-2'-(3,3-di-fluoropyrrolidin-1-yl)-[3,4'-bipyridin]-3'-yl)-2-isopropylpyrimidine-5-carboxamide